[Cl-].ClC1=CC=C(C=C1)C=1N(C=[N+]2C1C=1N(C3=CC=CC=C3C1C=C2)C)C2=CC=C(C=C2)Cl 1,2-Bis(4-chlorophenyl)-11-methyl-2,11-dihydroimidazo[1',5':1,2]pyrido[3,4-b]indol-4-ium chloride